isotridecyl-amine C(CCCCCCCCCC(C)C)N